2-[3-(2-methoxyethoxy)phenyl]ethan-1-amine COCCOC=1C=C(C=CC1)CCN